CC1=C(OC=2CCC3=CN(N=C3C21)CC2=NC=CC=C2)C(=O)O 8-Methyl-2-[(pyridin-2-yl)methyl]-4,5-dihydro-2H-furo[2,3-G]indazole-7-carboxylic acid